C(C1=CC=CC=C1)OC1=C(C(=C2C[C@@H]([C@H]3[C@H](O3)C2=C1)NC(=O)OC(C)(C)C)F)N(C(C(F)(F)F)=O)CC(=O)OC methyl 2-(N-((1aS,2S,7bR)-6-(benzyloxy)-2-((tert-butoxycarbonyl)amino)-4-fluoro-1a,2,3,7b-tetrahydronaphtho[1,2-b]oxiren-5-yl)-2,2,2-trifluoroacetamido)acetate